NCC(=O)NC=1C=2N=CN([C@]3([C@H](O)[C@H](O)[C@@H](CO)O3)C=O)C2N=CN1 N6-glycyl-formyl-adenosine